N-(2-aminoethyl)-3-aminopropyl-methyldiisopropyloxysilane NCCNCCC[Si](OC(C)C)(OC(C)C)C